NC1=C(C=C(C=N1)C=1N=C(N(C1)C12CC(C1)C2)CO)C(F)(F)F (4-(6-amino-5-(trifluoromethyl)pyridin-3-yl)-1-(bicyclo[1.1.1]pentan-1-yl)-1H-imidazol-2-yl)methanol